C(C)(C)(C)OC(=O)N(C=1C(=CC=C2C=CC(=CC12)C1=CC=CC(=N1)C(=O)OC)OC)CC(=C)C#N Methyl 6-(8-((tert-butoxycarbonyl)(2-cyanoallyl)amino)-7-methoxynaphthalen-2-yl)picolinate